4-(3-bromo-4-fluorophenyl)-3-[4-[2-(dimethylsulfonylamino)oxyethylamino]-1,2,5-oxadiazol-3-yl]-5-oxo-1,2,4-oxadiazole BrC=1C=C(C=CC1F)N1C(=NOC1=O)C1=NON=C1NCCON(S(=O)(=O)C)S(=O)(=O)C